N1C=CC=2C1=NC=C(C2)C2=CC=1N(C=C2)N=C(C1)NC(=O)[C@H]1[C@H](C1)F (1S,2S)-N-(5-(1H-pyrrolo[2,3-b]pyridin-5-yl)pyrazolo[1,5-a]pyridin-2-yl)-2-fluorocyclopropane-1-carboxamide